1-(4-chloro-2,5-difluorophenyl)ethanone ClC1=CC(=C(C=C1F)C(C)=O)F